N[C@@H]1[C@@H](CCCC1)NC1=NN2C(C=N1)=CC=C2C(=O)NC=2C(=NN(C2)C)C(NC)=O 2-{[(1R,2S)-2-Aminocyclohexyl]amino}-N-[1-methyl-3-(methylcarbamoyl)-1H-pyrazol-4-yl]pyrrolo[2,1-f][1,2,4]triazin-7-carboxamid